BrC1=C(C2=C(N=C1)N(C=C2)[Si](C(C)C)(C(C)C)C(C)C)C(=O)C2CC(C2)N(C(OC(C)(C)C)=O)S(=O)(=O)CCC tert-butyl (3-(5-bromo-1-(triisopropylsilyl)-1H-pyrrolo[2,3-b]pyridine-4-carbonyl)cyclobutyl)(propylsulfonyl)carbamate